CO[Si](CCCC)(OC)OC trimethoxy(n-butyl)silane